BrC=1C(=CC2=C(CCO2)C1NC(C)=O)C N-(5-bromo-6-methyl-2,3-dihydrobenzofuran-4-yl)acetamide